Cl.NCC=1N=C(SC1)N(C)C 4-(aminomethyl)-N,N-dimethylthiazol-2-amine hydrochloride